5-[3-[[4-(benzyloxymethyl)-2-methoxy-phenyl]carbamoyl]phenyl]-2-methyl-pyridine-3-carboxylic acid C(C1=CC=CC=C1)OCC1=CC(=C(C=C1)NC(=O)C=1C=C(C=CC1)C=1C=C(C(=NC1)C)C(=O)O)OC